C(C(O)CC(=O)OCCCCCCCCCCCCCCCC(C)C)(=O)OCCCCCCCCCCCCCCCC(C)C di-iso-stearyl malate